methyl (S)-1-acetyl-2-methylpyrrolidine-2-carboxylate C(C)(=O)N1[C@@](CCC1)(C(=O)OC)C